OC1=CC2=C(C=C(C(=[O+]2)C2=CC(=C(C(=C2)OC)O)OC)O[C@@H]2O[C@@H]([C@H]([C@@H]([C@H]2O)O)O)CO)C(=C1)O[C@@H]1O[C@@H]([C@H]([C@@H]([C@H]1O)O)O)CO 7-Hydroxy-2-(4-hydroxy-3,5-dimethoxyphenyl)-3,5-bis{[(2S,3R,4S,5S,6R)-3,4,5-trihydroxy-6-(hydroxymethyl)oxan-2-yl]oxy}-1λ4-benzopyran-1-ylium